BrC(=CC1=CC(=C(C=C1)C1=CC=C(N=N1)NC1CN(CCC1)C)OCOCC)Br 6-(4-(2,2-dibromoethenyl)-2-(ethoxymethoxy)phenyl)-N-(1-methylpiperidin-3-yl)pyridazin-3-amine